5-(4-methylpiperazin-1-yl)benzo[b]thiophene-2-carboxylic acid ethyl ester C(C)OC(=O)C1=CC2=C(S1)C=CC(=C2)N2CCN(CC2)C